CC=1C=C(C(=O)OC2=C(C(=CC(=C2)Cl)C=NC2=CC=C(C=C2)CN(CC)CC)O)C=CC1 5-chloro-3-((4-((dieth-ylamino)methyl)phenylimino)methyl)-2-hydroxyphenyl 3-meth-ylbenzoate